CC1(OB(OC1(C)C)C1=CC=C(C=C1)C1CCC(CC1)C(F)(F)F)C 4,4,5,5-tetramethyl-2-(4-((1r,4r)-4-(trifluoromethyl)cyclohexyl)phenyl)-1,3,2-dioxaborolane